FC=1C=CC=C2C=C(C(NC12)=O)NC1=NC(=NC=C1)NC1=C(C=C(C=C1)C1CCC(CC1)(C)O)OC 8-fluoro-3-(2-{2-methoxy-4-[(1r,4r)-4-hydroxy-4-methylcyclohexyl]phenylamino}-4-pyrimidinylamino)-1,2-dihydro-2-quinolinone